C(C)C(CCCCC)OP(OC(CCCCC)CC)(O)=O Phosphoric acid di(ethylhexyl) ester